C(C)O/C=C/C=1C(=NC(=NC1)OC)C (E)-5-(2-ethoxyvinyl)-2-methoxy-4-methylpyrimidine